tert-butyl (3S)-4-(9-chloro-10-(2,4-difluorophenyl)-5-oxo-2,3-dihydro-5H-[1,4]thiazino[2,3,4-ij]quinazolin-7-yl)-3-(cyanomethyl)piperazine-1-carboxylate ClC=1C=C2C(=NC(N3C2=C(C1C1=C(C=C(C=C1)F)F)SCC3)=O)N3[C@H](CN(CC3)C(=O)OC(C)(C)C)CC#N